C(C)(C)(C)OC(=O)N1CCC(CC1)N1N=CC(=C1)NC1=NC=C(C(=N1)C1=CC=C(C=C1)C(NC(C)C#N)=O)Cl 4-(4-((5-chloro-4-(4-((1-cyanoethyl)carbamoyl)phenyl)pyrimidin-2-yl)amino)-1H-pyrazol-1-yl)piperidine-1-carboxylic acid tert-butyl ester